4-(4-chloro-1,3,5-triazin-2-yl)-2-(1H-pyrazol-4-yl)morpholine ClC1=NC(=NC=N1)N1CC(OCC1)C=1C=NNC1